Methyl (6-(2-((3S)-7-(3-Chloro-2-fluoro-6-(1H-tetrazol-1-yl)phenyl)-5-oxo-1,2,3,5,8,8a-hexahydroindolizin-3-yl)-1H-imidazol-5-yl)pyridin-3-yl)carbamate ClC=1C(=C(C(=CC1)N1N=NN=C1)C1=CC(N2[C@@H](CCC2C1)C=1NC(=CN1)C1=CC=C(C=N1)NC(OC)=O)=O)F